[P].C(C)(C)OP(S)(OC(C)C)=S diisopropyl-dithiophosphoric acid phosphorus